methyl 5-methoxy-4-(1-methylpyrazol-3-yl)-6-oxopyran-2-carboxylate COC1=C(C=C(OC1=O)C(=O)OC)C1=NN(C=C1)C